phenylphenyl ether phosphate P(=O)(O)(O)O.C1(=CC=CC=C1)OC1=CC=CC=C1